(S)-2-((2S,3S)-2-((S)-3-(4-Hydroxyphenyl)-2-((R)-morpholine-2-carboxamido)propanamido)-3-methylpentanamido)-5,5-dimethylhexanoic acid OC1=CC=C(C=C1)C[C@@H](C(=O)N[C@H](C(=O)N[C@H](C(=O)O)CCC(C)(C)C)[C@H](CC)C)NC(=O)[C@H]1CNCCO1